4-(1-((endo)-2-azabicyclo[2.1.1]hexan-5-yl)-4-(3-(dimethylamino)azetidin-1-yl)-2-ethyl-6-fluoro-8-(oxazol-5-yl)-1H-imidazo[4,5-c]quinolin-7-yl)naphthalen-2-ol C12NCC(C1N1C(=NC=3C(=NC=4C(=C(C(=CC4C31)C3=CN=CO3)C3=CC(=CC1=CC=CC=C31)O)F)N3CC(C3)N(C)C)CC)C2